N-[(4-chlorophenyl)methyl]-N-methylacetamid ClC1=CC=C(C=C1)CN(C(C)=O)C